D-arginine, fluoride N[C@H](CCCNC(N)=N)C(=O)F